N1N=CN=C1C1=C(C(=O)O)C=CC=C1 2-(1H-1,2,4-triazol-5-yl)benzoic acid